C(CCCCCCCC=CCC=CCC=CCC)O 9,12,15-octadecatrien-1-ol